OCCNS(=O)(=O)C1=CC(=C(C=C1)NCC#CC=1N(C2=CC=CC(=C2C1)NC1CCOCC1)CC(F)(F)F)OC N-(2-hydroxyethyl)-3-methoxy-4-((3-(4-((tetrahydro-2H-pyran-4-yl)amino)-1-(2,2,2-trifluoroethyl)-1H-indol-2-yl)prop-2-yn-1-yl)amino)benzenesulfonamide